C(#N)C(CCC)(C)SC(=S)C1=CC=CC=C1 4-cyano-4-(phenylthiocarbonylthio)pentane